CSC=1N=CC2=C(N1)C(CN(C2=O)CCC(=O)OC(C)(C)C)(C)C tert-butyl 3-(2-methylthio-5-oxo-8,8-dimethyl-7,8-dihydropyrido[4,3-d]pyrimidin-6(5H)-yl)propanoate